((2-((tert-butyldimethylsilyl)oxy)-10-propyl-10H-phenothiazin-3-yl)methylene)-3-ethyl-2-thioxothiazolidin-4-one [Si](C)(C)(C(C)(C)C)OC1=CC=2N(C3=CC=CC=C3SC2C=C1C=C1C(N(C(S1)=S)CC)=O)CCC